4-((1S)-1-{[5-chloro-2-(3,4-difluorophenoxy)benzoyl]amino}ethyl)benzoic acid ClC=1C=CC(=C(C(=O)N[C@@H](C)C2=CC=C(C(=O)O)C=C2)C1)OC1=CC(=C(C=C1)F)F